ClC=1C=C(OCC(=O)NC)C=C(C1CC1=C(C=C(C(=C1)C1=CC=NC=C1)O)F)Cl 2-(3,5-dichloro-4-(2-fluoro-4-hydroxy-5-(pyridin-4-yl)benzyl)phenoxy)-N-methylacetamide